6-bromo-2-((5-(5-(difluoromethyl)-1,3,4-oxadiazole-2-yl)pyridine-2-yl)methyl)-4,4-dimethylisoquinoline-1,3(2H,4H)-dione BrC=1C=C2C(C(N(C(C2=CC1)=O)CC1=NC=C(C=C1)C=1OC(=NN1)C(F)F)=O)(C)C